FC(C=1C(=C(C=CC1)[C@@H](C)NC1=CC=NC2=CC=C(C=C12)C1(CN(CC1)C(=O)OC(C)(C)C)OC)F)F tert-butyl 3-(4-(((R)-1-(3-(difluoromethyl)-2-fluorophenyl) ethyl)amino)quinolin-6-yl)-3-methoxypyrrolidine-1-carboxylate